tert-butyl (3S,4R)-3-(((4R,10bS)-2-benzyl-4-methyl-1,2,3,4,6,10b-hexahydropyrazino[2,1-a]isoindol-8-yl)amino)-4-fluoropyrrolidine-1-carboxylate C(C1=CC=CC=C1)N1C[C@H]2N(CC3=CC(=CC=C23)N[C@H]2CN(C[C@H]2F)C(=O)OC(C)(C)C)[C@@H](C1)C